N1(CCOCC1)C=1SC(=C(N1)C(F)(F)F)C(=O)NC(C)C1=CC(=CC=C1)OC(F)(F)F 2-Morpholin-4-yl-4-(trifluoromethyl)-N-[1-[3-(trifluoromethyloxy)-phenyl]-ethyl]-thiazole-5-carboxylic acid amide